2-bromo-2-methylpropionamide BrC(C(=O)N)(C)C